BrC1=C(C=CC=2N(C(N(C21)C)=O)CC(=O)NC2=CC=C(C=C2)F)F 2-(4-bromo-5-fluoro-3-methyl-2-oxo-2,3-dihydro-1H-benzo[d]imidazol-1-yl)-N-(4-fluorophenyl)acetamide